2-(2,6-dioxopiperidin-3-yl)-5-(4-hydroxy-1-((R)-1-phenylethyl)piperidin-4-yl)isoindoline-1,3-dione O=C1NC(CCC1N1C(C2=CC=C(C=C2C1=O)C1(CCN(CC1)[C@H](C)C1=CC=CC=C1)O)=O)=O